CC=1C=C(C=CC1OC1=CC2=C(N(N=N2)C)C=C1)NC=1C2=C(N=CN1)C=CC(=N2)N2C[C@@H](NCC2)CC#N (S)-2-(4-(4-((3-methyl-4-((1-methyl-1H-benzo[d][1,2,3]triazol-5-yl)oxy)phenyl)amino)pyrido[3,2-d]pyrimidin-6-yl)piperazin-2-yl)acetonitrile